[Ru].CC1=C(C(=CC(=C1)C)C)C1(C(Cl)=C2C(CCCC2)P(C2CCCCC2)C2CCCCC2)C(C(=C(C=C1)Cl)C1=C(C=C(C=C1C)C)C)=C1NC(C(N1)CCCCCC)CCCCCC 1,3-bis(2,4,6-trimethylphenyl)-2-(4,5-dihexylimidazolidinylidene)(dichlorobenzylidene)(tricyclohexylphosphine) ruthenium